1-(4-(4-(4-(benzo[d]thiazol-5-ylamino)quinolin-6-yl)-3-fluorobenzoyl)piperazin-1-yl)-2,2-dimethylpropan-1-one S1C=NC2=C1C=CC(=C2)NC2=CC=NC1=CC=C(C=C21)C2=C(C=C(C(=O)N1CCN(CC1)C(C(C)(C)C)=O)C=C2)F